5-isopropylisoxazol C(C)(C)C1=CC=NO1